((1r,3r)-3-((5-(1-(2,2-difluoroethyl)-2-methyl-1H-imidazo[4,5-b]pyridin-6-yl)-4-methoxy-7H-pyrrolo[2,3-d]pyrimidin-2-yl)amino)-1-methylcyclobutyl)(pyrrolidin-1-yl)methanone FC(CN1C(=NC2=NC=C(C=C21)C2=CNC=1N=C(N=C(C12)OC)NC1CC(C1)(C)C(=O)N1CCCC1)C)F